N-[1-[3-(5-bromo-2-pyridyl)pyrazin-2-yl]ethyl]-8-chloro-6-(trifluoromethyl)quinazolin-4-amine BrC=1C=CC(=NC1)C=1C(=NC=CN1)C(C)NC1=NC=NC2=C(C=C(C=C12)C(F)(F)F)Cl